OCCN1CN(CN(C1)CCO)CCO 1,3,5-Tris-(2-hydroxyethyl)-hexahydro-1,3,5-triazine